tert-butyl 7-[8-[2-[[tert-butyl(dimethyl)silyl]oxymethyl]thieno[3,2-b]pyridin-7-yl]-6-cyano-3,4-dihydro-2H-quinolin-1-yl]-5-azaspiro[3.4]octane-5-carboxylate [Si](C)(C)(C(C)(C)C)OCC1=CC2=NC=CC(=C2S1)C=1C=C(C=C2CCCN(C12)C1CN(C2(CCC2)C1)C(=O)OC(C)(C)C)C#N